O=C1N(C(CC[C@H]1N1C(C2=CC=C(C=C2C1)O[C@H]1CN(C[C@H](C1)C)C(=O)OC(C)(C)C)=O)=O)COCC[Si](C)(C)C |&1:6| rac-tert-butyl (3R,5S)-3-((2-(2,6-dioxo-1-((2-(trimethylsilyl)ethoxy) methyl)piperidin-3-yl)-1-oxoisoindolin-5-yl)oxy)-5-methylpiperidine-1-carboxylate